1-(methoxymethyl)-3-(((2S,3S)-2-methyloxetan-3-yl)oxy)-4-nitro-1H-pyrazole COCN1N=C(C(=C1)[N+](=O)[O-])O[C@@H]1[C@@H](OC1)C